(S)-quinuclidin-3-yl (7-(4-(methoxymethoxy)phenyl)-2,2-dimethyl-1,2,3,4-tetrahydronaphthalen-1-yl)carbamate COCOC1=CC=C(C=C1)C1=CC=C2CCC(C(C2=C1)NC(O[C@@H]1CN2CCC1CC2)=O)(C)C